S1C2=C(C=C1)C(=CC=C2)C=2C=C(SC2)C(C(=O)O)CC=O (4-(benzo[b]thiophen-4-yl)thiophen-2-yl)-4-oxobutanoic acid